(3Z)-9,9-dihexyloxy-3-nonen-1-ol C(CCCCC)OC(CCCC\C=C/CCO)OCCCCCC